acrylamido-methanesulfonate C(C=C)(=O)NCS(=O)(=O)[O-]